4-(4-(chloromethyl)benzyl)piperazine-1-carboxylate ClCC1=CC=C(CN2CCN(CC2)C(=O)[O-])C=C1